2-(2-chloro-N-(2-chloro-5-(trifluoromethyl)phenyl)-4-(trifluoromethyl)phenylsulfonamido)-N-(pyridin-4-ylmethyl)acetamide ClC1=C(C=CC(=C1)C(F)(F)F)S(=O)(=O)N(C1=C(C=CC(=C1)C(F)(F)F)Cl)CC(=O)NCC1=CC=NC=C1